5-(1-methylpiperidin-4-yl)pyridine-2,5-diamine CN1CCC(CC1)C1(CC=C(N=C1)N)N